ClC1=NC(=C2C(=N1)N(N=C2)CC2O[C@@H]([C@@H]1[C@H]2OC(O1)(C)C)CO)N[C@@H]1CCC2=CC=CC=C12 ((3aR,4R,6aS)-6-((6-chloro-4-(((R)-2,3-dihydro-1H-inden-1-yl)amino)-1H-pyrazolo[3,4-d]pyrimidin-1-yl)methyl)-2,2-dimethyltetrahydrofurano[3,4-d][1,3]dioxolan-4-yl)methanol